O1CCN(C2=C1C=CC=C2)CC2=NOC(N2CC2=CC=C(C=C2)F)=O 3-(3,4-dihydro-2H-1,4-benzoxazin-4-ylmethyl)-4-[(4-fluorophenyl)methyl]-4,5-dihydro-1,2,4-oxadiazol-5-one